NN1C(N(CCC1)C(C(=O)O)C)=N 2-(3-amino-2-imino-1,3-diazinan-1-yl)-propanoic acid